C(C)[P@@](=O)(C)C1=C(C=NC=C1)NC1=C(C=C(C=C1)C#C)F 4-[(S)-Ethyl(methyl)phosphoryl]-N-(4-ethynyl-2-fluorophenyl)pyridin-3-amine